NC1=CC=C(C=C1)OCCO 1-amino-4-(beta-hydroxyethyloxy)benzene